3,6,9,12,15,18,21,24,27,30-decamethyl-36-(2-(methylsulfonyl)pyrimidin-5-yl)-4,7,10,13,16,19,22,25,28,31-decaoxo-3,6,9,12,15,18,21,24,27,30-decaazahexatriacontane-35-ynoic acid CN(CC(=O)O)C(CN(C(CN(C(CN(C(CN(C(CN(C(CN(C(CN(C(CN(C(CN(C(CCCC#CC=1C=NC(=NC1)S(=O)(=O)C)=O)C)=O)C)=O)C)=O)C)=O)C)=O)C)=O)C)=O)C)=O)C)=O